ClC=1C=C2C(=NC1)[C@]1([C@@](O2)([C@@H]([C@H]([C@@H]1O)CN(C)C)C1=CC=CC=C1)C1=CC=C(C#N)C=C1)O |r| rac-4-((5aR,6S,7S,8S,8aS)-3-chloro-7-((dimethylamino)methyl)-8,8a-dihydroxy-6-phenyl-6,7,8,8a-tetrahydro-5aH-cyclopenta[4,5]furo[3,2-b]pyridin-5a-yl)benzonitrile